C(CCCCCCCCCCCCCCCCCCCCC)(=O)OCCCCOC(CCCCCCCCCCCCCCCCCCCCC)=O 1,4-butanediol dibehenate